(1-(2-(1,1-difluoroethyl)-6-methylpyrimidin-4-yl)-3-(methylamino)-1H-pyrazolo[4,3-c]pyridin-6-yl)acetamide FC(C)(F)C1=NC(=CC(=N1)N1N=C(C=2C=NC(=CC21)CC(=O)N)NC)C